2-bromo-1-(5-bromo-3-ethylsulfonyl-2-pyridyl)ethanone BrCC(=O)C1=NC=C(C=C1S(=O)(=O)CC)Br